(2-(4-Fluoro-1-p-toluenesulfonyl-1H-pyrrolo[2,3-b]pyridin-5-yl)-5-(4-methylpiperazin-1-yl)phenyl)Methanol FC1=C2C(=NC=C1C1=C(C=C(C=C1)N1CCN(CC1)C)CO)N(C=C2)S(=O)(=O)C2=CC=C(C)C=C2